1-[(2S,3S)-2-(2-chloro-5-fluoro-3-methylphenyl)-3-(piperazin-1-yl)pyrrolidin-1-yl]-2-[3-cyclopropyl-5-(trifluoromethyl)-1H-pyrazol-1-yl]ethan-1-one hydrochloride Cl.ClC1=C(C=C(C=C1C)F)[C@@H]1N(CC[C@@H]1N1CCNCC1)C(CN1N=C(C=C1C(F)(F)F)C1CC1)=O